ClC=1C=CC2=C([C@@H](C[C@@H](O2)C(=O)NC23CC(C2)(C3)N3N=CC(=C3)C3=CC=C(C=C3)OC(F)(F)F)O)C1 (2R,4R)-6-chloro-4-hydroxy-N-(3-{4-[4-(trifluoromethoxy)phenyl]-1H-pyrazol-1-yl}bicyclo[1.1.1]pent-1-yl)-3,4-dihydro-2H-1-benzopyran-2-carboxamide